N1=CN=CC2=C1C=1N(NC2=O)C=CN1 imidazo[1,2-b]pyrimido[4,5-d]pyridazin-5(6H)-one